C1(CC1)NC(C1=NC(=C(C=C1)N1N=C2C(=C1)CN(C2)CC=2C(=C1NC(C=3N(C1=CC2)N=CC3F)=O)F)F)=O N-cyclopropyl-5-(5-((3,6-difluoro-4-oxo-4,5-dihydropyrazolo[1,5-a]quinoxalin-7-yl)methyl)-5,6-dihydropyrrolo[3,4-c]pyrazol-2(4H)-yl)-6-fluoropicolinamide